N-[(5RS,6RS)-5-[([1,1'-biphenyl]-3-yl)methyl]-7-fluoro-4,8-dioxo-3-(propan-2-yl)-3,4,5,6,7,8-hexahydroquinazolin-6-yl]methanesulfonamide C1(=CC(=CC=C1)C[C@@H]1C=2C(N(C=NC2C(C([C@@H]1NS(=O)(=O)C)F)=O)C(C)C)=O)C1=CC=CC=C1 |r|